NBr bromamine